C(N)(OC=1C=C2C(=NC=NC2=CC1C#CC1(CN(CC1)C)C)NC1=C(C(=CC=C1)Cl)F)=O (4-((3-chloro-2-fluorophenyl) amino)-7-((1,3-dimethylpyrrolidin-3-yl) ethynyl) quinazolin-6-yl) carbamate